Tert-butyl 3-[4-(azidomethyl) piperidin-1-yl]azetidine-1-carboxylate N(=[N+]=[N-])CC1CCN(CC1)C1CN(C1)C(=O)OC(C)(C)C